O=C1NC(CCC1N1C(N(C2=C1C=CC(=C2)C2CCN(CC2)CCCCN(C(OC(C)(C)C)=O)C)C)=O)=O tert-butyl N-[4-[4-[1-(2,6-dioxo-3-piperidyl)-3-methyl-2-oxo-benzimidazol-5-yl]-1-piperidyl]butyl]-N-methyl-carbamate